FC(OC1=NNC2=CN=C(C(=C21)C2=CC(=C(C=C2)S(=O)(=O)C(F)F)C)C(=O)N)F 3-(difluoromethoxy)-4-[4-(difluoromethanesulfonyl)-3-methyl-phenyl]-1H-pyrazolo[3,4-c]pyridine-5-carboxamide